silver(I) cyanate [Ag]OC#N